F[B-](F)(F)F.COC1=CC=CC2=[N+](C3=CC=CC(=C3C(=C12)C1=CC=CC=C1)OC)C1=CC=CC=C1 1,8-dimethoxy-9,10-diphenylacridinium tetrafluoroborate